(+/-)-trans-8-(2-hydroxy-2-methylcyclopentyl)-2-((1-(methylsulfonyl)piperidin-4-yl)amino)pyrido[2,3-d]pyrimidin-7(8H)-one O[C@]1([C@@H](CCC1)N1C(C=CC2=C1N=C(N=C2)NC2CCN(CC2)S(=O)(=O)C)=O)C |r|